(S)-N-(4-chlorophenyl)-3-(2-cyano-4,4-difluoro-pyrrolidin-1-yl)-3-oxo-propionamide ClC1=CC=C(C=C1)NC(CC(=O)N1[C@@H](CC(C1)(F)F)C#N)=O